COC(=O)C=1C(=NN(C1)CC=1C=C2CN(CC2=CC1)C(=O)OC(C)(C)C)COC tert-Butyl 5-((4-(methoxycarbonyl)-3-(methoxymethyl)-1H-pyrazol-1-yl)methyl)isoindoline-2-carboxylate